tert-butyl (5aS,6R,11bR)-10-(benzyloxy)-9-carbamoyl-14-(cyclopropylmethyl)-5a-hydroxy-1,2,5,5a,6,7-hexahydro-6,11b-(epiminoethano)naphtho[1,2-d]azepine-3(4H)-carboxylate C(C1=CC=CC=C1)OC1=C(C=C2C[C@@H]3[C@]4([C@](CCN(CC4)C(=O)OC(C)(C)C)(C2=C1)CCN3CC3CC3)O)C(N)=O